ClC=1C(=C(CNC2CC3=C(C=CC(=C3CC2)OC)OC)C=CC1)C N-(3-chloro-2-methylbenzyl)-5,8-dimethoxy-1,2,3,4-tetrahydronaphthalen-2-amine